tert-butyl [(2R)-4-{[tert-butyl(diphenyl)silyl]oxy}-1-oxobutan-2-yl]carbamate [Si](C1=CC=CC=C1)(C1=CC=CC=C1)(C(C)(C)C)OCC[C@H](C=O)NC(OC(C)(C)C)=O